FC1=CC(=C(C=C1F)N)N 4,5-Difluoro-phenylenediamine